(3R)-4-[3-bromo-7-(1-methyl-1H-pyrazol-5-yl)pyrazolo[1,5-a]pyrimidin-5-yl]-3-methylmorpholine BrC=1C=NN2C1N=C(C=C2C2=CC=NN2C)N2[C@@H](COCC2)C